[N+](=O)([O-])C1=C(CCN2C=CC3=NC=CC=C32)C=CC=C1 1-(2-nitrophenethyl)-1H-pyrrolo[3,2-b]pyridine